2,4-bis(trichloromethyl)-6-p-methoxystyryl-s-triazine cyclohexane-1,4-diylbis(methylene)bis(1,3-dioxo-1,3-dihydroisobenzofuran-5-carboxylate) C1(CCC(CC1)CC1=C2C(OC(C2=CC=C1C(=O)O)=O)=O)CC1=C2C(OC(C2=CC=C1C(=O)O)=O)=O.ClC(C1=NC(=NC(=N1)C(Cl)(Cl)Cl)C=CC1=CC=C(C=C1)OC)(Cl)Cl